1-(3-bromo-1-((2-(trimethylsilyl)ethoxy)methyl)-1H-1,2,4-triazol-5-yl)piperidin-2-one BrC1=NN(C(=N1)N1C(CCCC1)=O)COCC[Si](C)(C)C